FC1=C2C(=NC=3N(C2=CC=C1)C(=NN3)C)N3CCCC1=C(C=C(C=C31)F)C#CC(C(F)(F)F)(C)C fluoro-5-(7-fluoro-5-(4,4,4-trifluoro-3,3-dimethylbut-1-yn-1-yl)-3,4-dihydroquinolin-1(2H)-yl)-1-methyl-[1,2,4]triazolo[4,3-a]quinazoline